OCC1[C@H]2CN(C[C@@H]12)C(=O)OCC[Si](C)(C)C 2-(trimethylsilyl)ethyl (1R,5S,6r)-6-(hydroxymethyl)-3-azabicyclo[3.1.0]hexane-3-carboxylate